2-Acetyl-3,3-dimethylnorbornane C(C)(=O)C1C2CCC(C1(C)C)C2